FC(OC1=CC=C(C=C1)C=1C=C(C(N(N1)C1=CC(=CC=C1)F)=O)C(=O)N[C@H](CO)[C@H]1COCC1)F 6-[4-(difluoromethoxy)phenyl]-2-(3-fluorophenyl)-N-{(1S)-2-hydroxy-1-[(3S)-tetrahydrofuran-3-yl]ethyl}-3-oxo-2,3-dihydropyridazine-4-carboxamide